2-[(3R)-1-[(2R)-2-[[4-[2-chloro-6-(trifluoromethyl)phenyl]-7-quinolyl]oxy]propanoyl]-3-piperidyl]acetic acid ClC1=C(C(=CC=C1)C(F)(F)F)C1=CC=NC2=CC(=CC=C12)O[C@@H](C(=O)N1C[C@H](CCC1)CC(=O)O)C